ClC1=NC=CC(=C1F)C(F)(F)F 2-chloro-3-fluoro-4-(trifluoromethyl)pyridine